NC1=NC2=CC=C(C=C2C=C1C)C(=O)N([C@H](C)C1=NC=CC=N1)CC1=NC=C(C=C1C)C#N 2-amino-N-((5-cyano-3-methyl-2-pyridinyl)methyl)-3-methyl-N-((1R)-1-(2-pyrimidinyl)ethyl)-6-quinolinecarboxamide